2-(4-chlorophenyl)-N-[4-(2,4-dimethylphenyl)-1-oxophthalazin-2(1H)-yl]acetamide ClC1=CC=C(C=C1)CC(=O)NN1C(C2=CC=CC=C2C(=N1)C1=C(C=C(C=C1)C)C)=O